ClC[C@@]12CCCN2C[C@H](C1)F (2S,7aR)-7a-(chloromethyl)-2-fluoro-hexahydropyrrolizine